2-amino-4-methyl-5-(4-nitrophenyl)-3-thiophenecarboxylic acid ethyl ester C(C)OC(=O)C1=C(SC(=C1C)C1=CC=C(C=C1)[N+](=O)[O-])N